OCC(CO)(CO)NC(=O)C1CCN(CC1)C(C1=C(C=C(C=C1)NC=1C=2N(C=CN1)C(=CN2)C2=CC(=C(C=C2)OC)F)C)=O N-[1,3-dihydroxy-2-(hydroxymethyl)propan-2-yl]-1-[4-[[3-(3-fluoro-4-methoxyphenyl)imidazo[1,2-a]pyrazin-8-yl]amino]-2-methylbenzoyl]piperidine-4-carboxamide